NC=1C(=C2C=NC(NC2=CC1)=O)C 6-Amino-5-methyl-2-oxo-1,2-dihydroquinazolin